O=C1NC(CCC1N1C(C2=CC(=C(C=C2C1=O)F)F)=O)=O 2-(2,6-dioxo-piperidin-3-yl)-5,6-difluoro-isoindole-1,3-dione